C1(C(C)=CC(N1CC1=CC=CC(=C1)CN1C(C(C)=CC1=O)=O)=O)=O 2,4-biscitraconimidomethylbenzene